C(C)(C)(C)C=1C=C(NN1)NC(=O)NC1=CC=C(C=C1)N1C=NC2=C1C=CC(=C2)OCCN2CCOCC2 1-(5-tert-butyl-2H-pyrazol-3-yl)-3-{4-[5-(2-morpholin-4-yl-ethoxyl)-benzimidazol-1-yl]-phenyl}-urea